C(C1=CC=CC=C1)NCCC1=CC(=C(C#N)C=C1OC)OC 4-(2-(benzylamino)ethyl)-2,5-dimethoxybenzonitrile